(1R,3R)-1-[2,6-difluoro-4-[1-(3-fluoropropyl)azetidin-3-yl]oxy-phenyl]-2-ethylsulfonyl-3-methyl-1,3,4,9-tetrahydropyrido[3,4-b]indole FC1=C(C(=CC(=C1)OC1CN(C1)CCCF)F)[C@H]1N([C@@H](CC2=C1NC1=CC=CC=C21)C)S(=O)(=O)CC